1-(4-bromophenyl)-4-(2-hydroxyethyl)piperidin-4-ol BrC1=CC=C(C=C1)N1CCC(CC1)(O)CCO